[4-[4-(dimethylamino)-5,6,7,8-tetrahydropyrido[3,4-d]pyrimidin-2-yl]piperazin-1-yl]-[4-(4-methyl-1-piperidyl)phenyl]methanone CN(C=1C2=C(N=C(N1)N1CCN(CC1)C(=O)C1=CC=C(C=C1)N1CCC(CC1)C)CNCC2)C